N-Lauroyl-Lysine C(CCCCCCCCCCC)(=O)N[C@@H](CCCCN)C(=O)O